BrC=1C2(C3=CC4=C(OCO4)C=C3C1)CCC(CC2)(C(=O)OC)NC2=CC(=C(C=C2)F)Cl methyl (1s,4s)-6'-bromo-4-(3-chloro-4-fluoroanilino)-2'H-spiro[cyclohexane-1,5'-indeno[5,6-d][1,3]dioxole]-4-carboxylate